The molecule is a piperidinecarboxylate ester that is the ethyl ester of isonipecotic acid in which the hydrogen alpha- to the carboxyl group is substituted by a phenyl group, and the hydrogen attached to the nitrogen is substituted by a 2-(4-aminophenyl)ethyl group. It has a role as an opioid analgesic and an opioid receptor agonist. It is a piperidinecarboxylate ester, a substituted aniline and an ethyl ester. It derives from a N-[2-(4-aminophenyl)ethyl]-4-phenylisonipecotic acid. It is a conjugate base of an anileridine(2+). CCOC(=O)C1(CCN(CC1)CCC2=CC=C(C=C2)N)C3=CC=CC=C3